[Si](C1=CC=CC=C1)(C1=CC=CC=C1)(C(C)(C)C)OC(CC=C)C=1C(=NC=CC1)N 3-(1-((tert-butyldiphenylsilyl)oxy)but-3-en-1-yl)pyridin-2-amine